4-[(2-bromo-4-pyridyl)-(2,2-difluoroethyl)amino]-5-fluoro-1H-quinazolin-2-one BrC1=NC=CC(=C1)N(C1=NC(NC2=CC=CC(=C12)F)=O)CC(F)F